(E)-2-((2-acetylhydrazinylidene)methyl)-N-ethyl-1-methyl-N-(pyridin-3-yl)-1H-imidazole-5-carboxamide C(C)(=O)N\N=C\C=1N(C(=CN1)C(=O)N(C=1C=NC=CC1)CC)C